ClC=1C(=NC(=NC1)NC=1C=NN(C1)C1CCN(CC1)C(=O)OCC1=CC=CC=C1)C1=CC=C(C=C1)NCC1(CC1)C#N Benzyl 4-(4-((5-chloro-4-(4-(((1-cyanocyclopropyl)methyl)amino)phenyl)pyrimidin-2-yl)amino)-1H-pyrazol-1-yl)piperidine-1-carboxylate